C1=C(C2=C(N1)N=C(NC2=O)N)C#N The molecule is a pyrrolopyrimidine that is 7-deazaguanine substituted at position 7 by a cyano group. It has a role as an Escherichia coli metabolite. It is a pyrrolopyrimidine and a nitrile. It derives from a 7-carboxy-7-deazaguanine.